ClC1=NC=NC(=C1)OC(F)F 4-chloro-6-(difluoromethoxy)pyrimidine